silicon-tantalum [Ta].[Si]